methyl-3-isopropyl-2-pentene CCC=C(CC)C(C)C